ClC=1C=2N(C=CC1)C(=NC2)C(C)(C)NC(OC(C)(C)C)=O tert-butyl (2-(8-chloroimidazo[1,5-a]pyridin-3-yl)propan-2-yl)carbamate